C1(CC1)C=1C=C(N=NC1C1=C(C=C(C=C1)C#C)O)NC(=O)C1NCCC1 N-(5-cyclopropyl-6-(4-ethynyl-2-hydroxyphenyl)pyridazin-3-yl)pyrrolidine-2-carboxamide